N-((7R)-2-Cyano-2-azabicyclo[2.2.1]heptan-7-yl)-4-(4-phenoxypyridin-3-yl)benzamid C(#N)N1C2CCC(C1)[C@H]2NC(C2=CC=C(C=C2)C=2C=NC=CC2OC2=CC=CC=C2)=O